1-(4-(1-(2,6-dichlorophenyl)azetidin-3-yl)benzyl)piperidine-4-carboxylic acid ClC1=C(C(=CC=C1)Cl)N1CC(C1)C1=CC=C(CN2CCC(CC2)C(=O)O)C=C1